iso-propyl caprate O(C(=O)CCCCCCCCC)C(C)C